2-((4-(7-(((2S,5R)-5-(Cyclobutanesulfonamido)tetrahydro-2H-pyran-2-yl)methyl)-2,7-diazaspiro[3.5]nonan-2-yl)pyrimidin-5-yl)oxy)-N-ethyl-5-fluoro-N-isopropylbenzamide C1(CCC1)S(=O)(=O)N[C@@H]1CC[C@H](OC1)CN1CCC2(CN(C2)C2=NC=NC=C2OC2=C(C(=O)N(C(C)C)CC)C=C(C=C2)F)CC1